O=C1NC(CCCC1N(S(=O)(=O)C1=CC=C(C=C1)CCCCC(=O)OC(C)(C)C)C)=O tert-Butyl 5-[4-[(2,7-dioxoazepan-3-yl)-methylsulfamoyl]phenyl]pentanoate